COC1=NC2=CC(=CC(=C2N=C1)C=1SC2=C(N1)CCCC2O)C 2-(2-methoxy-7-methylquinoxalin-5-yl)-4,5,6,7-tetrahydrobenzo[d]thiazol-7-ol